9,9'-(5-(3,6-diphenyl-9H-carbazol-9-yl)-4,6-bis(2,6-diphenylpyrimidin-4-yl)-1,3-phenylene)bis(3,6-dimethyl-9H-carbazole) C1(=CC=CC=C1)C=1C=CC=2N(C3=CC=C(C=C3C2C1)C1=CC=CC=C1)C=1C(=C(C=C(C1C1=NC(=NC(=C1)C1=CC=CC=C1)C1=CC=CC=C1)N1C2=CC=C(C=C2C=2C=C(C=CC12)C)C)N1C2=CC=C(C=C2C=2C=C(C=CC12)C)C)C1=NC(=NC(=C1)C1=CC=CC=C1)C1=CC=CC=C1